tert-butyl [(1R)-1-(3-{1,1-difluoro-2-[methoxy(methyl)amino]-2-oxoethyl}-2-fluorophenyl)ethyl]carbamate FC(C(=O)N(C)OC)(F)C=1C(=C(C=CC1)[C@@H](C)NC(OC(C)(C)C)=O)F